4-[(3-fluorophenyl)methyl]-N-{[4-(furan-2-yl)phenyl]methyl}-6-methyl-1-(2-methylpropanoyl)piperazine-2-carboxamide FC=1C=C(C=CC1)CN1CC(N(C(C1)C)C(C(C)C)=O)C(=O)NCC1=CC=C(C=C1)C=1OC=CC1